C1(=CC=CC=C1)CN1C2=CC=CC(=C2C=2C(=CC=CC12)OCC(=O)O)C(N)=O {9-[(phenyl)methyl]-5-carbamoylcarbazol-4-yl}oxyacetic acid